O=C1NC(CCC1N1C(C2=CC=CC(=C2C1=O)OCCCCC(=O)N)=O)=O 5-[[2-(2,6-Dioxopiperidin-3-Yl)-1,3-Dioxoisoindol-4-Yl]Oxy]Pentanamide